5-(imidazo[1,2-b]pyridazin-6-yl)-N-(1-methylpiperidin-4-yl)pyrrolo[2,1-f][1,2,4]triazin-2-amine N=1C=CN2N=C(C=CC21)C=2C=CN1N=C(N=CC12)NC1CCN(CC1)C